methyl 5-(4-(4-cyanophenyl)-4-fluoropiperidine-1-carbonyl)-2-cyclobutyl-4-ethylbenzoate C(#N)C1=CC=C(C=C1)C1(CCN(CC1)C(=O)C=1C(=CC(=C(C(=O)OC)C1)C1CCC1)CC)F